4-(4-(1,3-Dioxolane-2-yl)butoxy)benzoic acid methyl ester COC(C1=CC=C(C=C1)OCCCCC1OCCO1)=O